NC=1C2=C(N=CN1)N(C(=C2C2=C(C1=C(S2)C=CC=C1)C)C1=CC=C(C=C1)NC(C(=C)C)=O)C N-(4-(4-amino-7-methyl-5-(3-methylbenzo[b]thiophen-2-yl)-7H-pyrrolo[2,3-d]pyrimidin-6-yl)phenyl)methacrylamide